methyl (R)-5-((1-(3-(difluoromethyl)-2-fluorophenyl) ethyl) amino)-1-methyl-2-oxo-1,2-dihydro-1,8-naphthyridine-3-carboxylate FC(C=1C(=C(C=CC1)[C@@H](C)NC1=C2C=C(C(N(C2=NC=C1)C)=O)C(=O)OC)F)F